5-(2-fluoro-6-methylphenyl)-3-(4-(2-(hydroxymethyl)-4-methylpiperazin-1-yl)phenyl)-1H-pyrazolo[4,3-c]pyridazin-6(5H)-one FC1=C(C(=CC=C1)C)N1N=C2C(=CC1=O)NN=C2C2=CC=C(C=C2)N2C(CN(CC2)C)CO